7-chloro-4-(methylamino)-1-pyrimidin-2-yl-quinazolin-2(1H)-one ClC1=CC=C2C(=NC(N(C2=C1)C1=NC=CC=N1)=O)NC